3-[3-bromo-4-[(2,4-difluorobenzyl)oxy]-6-methyl-2-oxopyridin-1(2H)-yl]-4-methoxybenzoic acid BrC=1C(N(C(=CC1OCC1=C(C=C(C=C1)F)F)C)C=1C=C(C(=O)O)C=CC1OC)=O